(R)-3-Amino-2,2-difluoro-1-(3-((6-(2-hydroxy-4-(trifluoromethyl)phenyl)-5-methylpyridazin-3-yl)amino)piperidin-1-yl)propan-1-one NCC(C(=O)N1C[C@@H](CCC1)NC=1N=NC(=C(C1)C)C1=C(C=C(C=C1)C(F)(F)F)O)(F)F